2-((6-Cyano-1H-indol-1-yl)methyl)isonicotinic acid C(#N)C1=CC=C2C=CN(C2=C1)CC=1C=C(C(=O)O)C=CN1